C1(CC1)NC1(C=2N=CN([C@H]3C=C[C@@H](CO)O3)C2N=C(N1)N)O 6-cyclopropylamino-2',3'-didehydro-2',3'-dideoxyguanosine